C(C)(C)(C)OC(=O)N1C[C@H](CC1)N(C=1C=NC2=CC=C(C=C2C1)C)C (S)-3-(methyl-(6-methylquinolin-3-yl)amino)pyrrolidine-1-carboxylic acid tert-butyl ester